[N+]1(=CC=CC=C1)S(=O)(=O)OCCCCCCCCCCCCF fluoro-dodecyl pyridiniumsulfonate